tert-butyl 4-((6-chloro-3-(cyclopentylcarbamoyl)pyridazin-4-ylamino)methyl)piperidine-1-carboxylate ClC1=CC(=C(N=N1)C(NC1CCCC1)=O)NCC1CCN(CC1)C(=O)OC(C)(C)C